(2S,3S,4R,5R)-5-(2-(5-chloropyridin-3-yl)-6-((2-fluoro-5-methylbenzyl)amino)-9H-purin-9-yl)-3,4-dihydroxyl-N-methyltetrahydrofuran-2-carboxamide ClC=1C=C(C=NC1)C1=NC(=C2N=CN(C2=N1)[C@H]1[C@@H]([C@@H]([C@H](O1)C(=O)NC)O)O)NCC1=C(C=CC(=C1)C)F